(1R,5S)-3-[3-[[(1R)-1-[3-[1-ethyl-5-(methylcarbamoyl) pyrrol-3-yl]-5-methoxy-phenyl] ethyl] carbamoyl]-4-methyl-phenyl]-3,8-diazabicyclo[3.2.1]octane-8-carboxylate C(C)N1C=C(C=C1C(NC)=O)C=1C=C(C=C(C1)OC)[C@@H](C)NC(=O)C=1C=C(C=CC1C)N1C[C@H]2CC[C@@H](C1)N2C(=O)[O-]